FC(C1=NN(C=N1)C(C(=O)OC(C)(C)C)C)(F)F tert-butyl 2-(3-(trifluoromethyl)-1H-1,2,4-triazol-1-yl)propanoate